[Fe].ClC=1C=CC(=C(N)C1)N1CC(CCC1)(F)F 5-chloro-2-(3,3-difluoropiperidin-1-yl)aniline iron